ClC1=CC=C(C=C1)[C@@]1(N(C(C2=CC(=CC(=C12)F)C(CC)([C@@H]1CC[C@H](CC1)O)O)=O)CC1=NC=C(C=N1)Cl)OC (3R)-3-(4-Chlorophenyl)-2-[(5-chloropyrimidin-2-yl)methyl]-4-fluoro-6-{1-hydroxy-1-[trans-4-hydroxycyclohexyl]propyl}-3-methoxy-2,3-dihydro-1H-isoindol-1-on